tert-butyl 2-amino-2-(3-chloro-5-(trifluoromethoxy)phenyl)acetate NC(C(=O)OC(C)(C)C)C1=CC(=CC(=C1)OC(F)(F)F)Cl